3-(2-chloro-4-(trifluoromethyl)phenyl)-2-oxo-2,3-dihydrobenzoxazole ClC1=C(C=CC(=C1)C(F)(F)F)N1C(OC2=C1C=CC=C2)=O